3-(2-acetoxyethyl)-1H-indole C(C)(=O)OCCC1=CNC2=CC=CC=C12